N-(3-methoxy-4-methylphenyl)bicyclo[3.1.0]hexane-6-carboxamide COC=1C=C(C=CC1C)NC(=O)C1C2CCCC12